C1(CC1)N1N=CC(=C1)[C@H]1O[C@H](CN(C1)C1=CC2=C(N=C(N(C2=O)C)C(F)(F)F)C(=N1)C1=C(C=C(C=C1)F)F)C 6-((2R,6S)-2-(1-cyclopropyl-1H-pyrazol-4-yl)-6-methylmorpholino)-8-(2,4-difluorophenyl)-3-methyl-2-(trifluoromethyl)pyrido[3,4-d]pyrimidin-4(3H)-one